[Fe-4](C#N)(C#N)(C#N)(C#N)(C#N)C#N.[Ni+2].[Na+] sodium nickel ferrocyanide